(1s,4s)-4-(6-amino-7-(4-((5-fluoro-2-methoxybenzamido)methyl)phenyl)-8-oxo-7,8-dihydro-9H-purin-9-yl)-1,4-dimethylcyclohexane-1-carboxylic acid NC1=C2N(C(N(C2=NC=N1)C1(CCC(CC1)(C(=O)O)C)C)=O)C1=CC=C(C=C1)CNC(C1=C(C=CC(=C1)F)OC)=O